COC1=C(C=CC(=N1)C1=CC(CC1)=O)C(F)(F)F 3-(6-methoxy-5-(trifluoromethyl)pyridin-2-yl)cyclopent-2-en-1-one